ethyl-4-(pyrrolidin-1-yl)butanoat C(C)OC(CCCN1CCCC1)=O